N,N-bis(2-acrylamidoethyl)acrylamide diacrylate (2-Hydroxy-3-{4-[2-hydroxy-3-(vinylcarbonyloxy)propoxy]butoxy}propyl-acrylate) OC(CC(C(=O)O)=C)COCCCCOCC(COC(=O)C=C)O.C(C=C)(=O)O.C(C=C)(=O)O.C(C=C)(=O)NCCN(C(C=C)=O)CCNC(C=C)=O